BrC=1C=CC2=C(C(=NC(C=3N2C=NC3C(=O)O)CC)C3=C(C=CC=C3)F)C1 8-bromo-4-ethyl-6-(2-fluorophenyl)-4H-benzo[f]imidazo[1,5-a][1,4]diazepine-3-carboxylic acid